FC1=C(C(=CC=C1)F)S(=O)(=O)NC=1C=C(C=NC1OC)C=1N=C(C2=C(N1)C=CC=N2)C2CNC(CN2C(=O)[O-])C 6-(5-((2,6-difluorophenyl)sulfonamido)-6-methoxypyridin-3-ylpyrido[3,2-d]pyrimidin-4-yl)-3-methylpiperazine-1-carboxylate